C1([C@@H](O)[C@H](O)[C@H](O1)CO)C1=NC(=C2NC=NC2=N1)N D-arabinofuranosyladenine